2,3-dimethyl-9,10-bis(ethoxycarbonyloxy)anthracene CC1=CC2=C(C3=CC=CC=C3C(=C2C=C1C)OC(=O)OCC)OC(=O)OCC